CN(C)CC=1SC2=C(N1)C=C(C=C2)C2=CC[C@@H](CN2C(=O)OC(C)(C)C)C (S)-tert-butyl 6-(2-((Dimethylamino)methyl)benzo[d]thiazol-5-yl)-3-methyl-3,4-dihydropyridine-1(2H)-carboxylate